COC([C@H](CC)Cl)=O (S)-2-chlorobutyric acid methyl ester